2,7-dichloro-N-(5-methyl-1H-pyrazol-3-yl)quinazolin-4-amine ClC1=NC2=CC(=CC=C2C(=N1)NC1=NNC(=C1)C)Cl